(2R,3S,4R,5R)-2-((R)-(4-chloro-3-fluorophenyl)(hydroxy)methyl)-5-(4-hydrazineylidene-1,4-dihydro-7H-pyrrolo[2,3-d]pyrimidin-7-yl)tetrahydrofuran-3,4-diol ClC1=C(C=C(C=C1)[C@H]([C@H]1O[C@H]([C@@H]([C@@H]1O)O)N1C=CC2=C1NC=NC2=NN)O)F